5-[5-(3,4,5-trichlorophenyl)-5-trifluoromethyl-4,5-dihydro-isoxazol-3-yl]-3-methyl-thiophene-2-formic acid ClC=1C=C(C=C(C1Cl)Cl)C1(CC(=NO1)C1=CC(=C(S1)C(=O)O)C)C(F)(F)F